2-((4-methoxybenzyl)oxy)imidazo[1,2-a]pyridine-3-carboxylic acid COC1=CC=C(COC=2N=C3N(C=CC=C3)C2C(=O)O)C=C1